[1,2,4]triazolo[1,2-a]pyridazine C1N=CN2N1C=CC=C2